{2-[1-(6-fluoro-7-methoxyquinolin-4-yl)piperidin-4-yl]ethyl}(imino)methyl-λ6-sulfanone FC=1C=C2C(=CC=NC2=CC1OC)N1CCC(CC1)CC[SH2](=O)C=N